NC[C@H](C(=O)O)CC1=CC2=C(C=CC=C2C=C1OC)OC (R)-3-amino-2-((3,8-dimethoxynaphthalen-2-yl)methyl)propanoic acid